2,2,7-trifluoro-4-(prop-2-yn-1-yl)-6-(2,3,4,6-tetrafluoro-5-hydroxyphenyl)-1,4-benzoxazin-3-one FC1(OC2=C(N(C1=O)CC#C)C=C(C(=C2)F)C2=C(C(=C(C(=C2F)O)F)F)F)F